N-(4-(2,5-difluorophenyl)-2-(3,3-difluoropyrrolidin-1-yl)pyridin-3-yl)-1-isopropyl-1H-pyrazole-4-carboxamide FC1=C(C=C(C=C1)F)C1=C(C(=NC=C1)N1CC(CC1)(F)F)NC(=O)C=1C=NN(C1)C(C)C